3-methoxy-9H-thioxanthone COC=1C=CC=2C(C3=CC=CC=C3SC2C1)=O